C(C)(C)(C)OC(=O)N1[C@H](CN(CC1)C=1C=NC(=CC1C)N1C(=CC=C1C)C)COC (R)-4-[6-(2,5-dimethyl-pyrrol-1-yl)-4-methylpyridin-3-yl]-2-methoxymethyl-piperazine-1-carboxylic acid tert-butyl ester